tricetyl-dimethylammonium chloride [Cl-].C(CCCCCCCCCCCCCCC)C([NH2+]C)(CCCCCCCCCCCCCCCC)CCCCCCCCCCCCCCCC